C(C)N1N=C(C2=CC(=CC=C12)B1OC(C(O1)(C)C)(C)C)C(=O)OCC ethyl 1-ethyl-5-(4,4,5,5-tetramethyl-1,3,2-dioxaborolan-2-yl)-1H-indazole-3-carboxylate